(2S,4R)-4-fluoro-1-[2-(1-methyl-5-oxo-4,5-dihydro-1H-1,2,4-triazol-3-yl)acetyl]-N-[(S)-phenyl[5-(propan-2-yl)pyridin-2-yl]methyl]pyrrolidine-2-carboxamide F[C@@H]1C[C@H](N(C1)C(CC1=NN(C(N1)=O)C)=O)C(=O)N[C@H](C1=NC=C(C=C1)C(C)C)C1=CC=CC=C1